CC1=CNC2=NC=CC(=C21)N2CCSC(=C2)C(=O)N2C[C@H](CCC2)NC (S)-(4-(3-methyl-1H-pyrrolo[2,3-b]pyridin-4-yl)-3,4-dihydro-2H-1,4-thiazin-6-yl)(3-(methylamino)piperidin-1-yl)methanone